C(C1=CC=CC=C1)O[C@@H](COCCOCCN1C(=CC(=C1)Br)C#N)C 1-[2-[2-[(2R)-2-benzyloxypropoxy]ethoxy]ethyl]-4-bromo-pyrrole-2-carbonitrile